FC=1C=C(C=CC1C(F)(F)F)C1CCN(CC1)C(=O)C1=CC=C(C=C1)C1(COC1)OC (4-(3-fluoro-4-(trifluoromethyl)phenyl)piperidin-1-yl)(4-(3-methoxyoxetan-3-yl)phenyl)methanone